nitrothioacetanilide [N+](=O)([O-])CC(=S)NC1=CC=CC=C1